hexahydropyrido[2,1-c][1,4]oxazin-4(3H)-one C1OCC(N2C1CCCC2)=O